(S)-2-((2-((1-ethoxy-3,3-dimethyl-1,3-dihydrobenzo[c][1,2]oxaborol-5-yl)amino)-5-(5-(2-fluoropropan-2-yl)-1,3,4-oxadiazol-2-yl)pyrimidin-4-yl)amino)-2-phenylethan-1-ol C(C)OB1OC(C2=C1C=CC(=C2)NC2=NC=C(C(=N2)N[C@H](CO)C2=CC=CC=C2)C=2OC(=NN2)C(C)(C)F)(C)C